5-((3AS,4S,6aR)-2-oxohexahydro-1H-thieno[3,4-d]imidazol-4-yl)-N-((1-(3-sulfamoylphenyl)-1H-1,2,3-triazol-4-yl)methyl)pentanamide O=C1N[C@H]2[C@@H](N1)CS[C@H]2CCCCC(=O)NCC=2N=NN(C2)C2=CC(=CC=C2)S(N)(=O)=O